O\N=C(/N)\C1=NC(=NC(=C1)N1C[C@](CCC1)(C)O)O[C@@H](C)[C@H]1N(CCC1)C (Z)-N'-hydroxy-6-((R)-3-hydroxy-3-methylpiperidin-1-yl)-2-((S)-1-((S)-1-methylpyrrolidin-2-yl)ethoxy)pyrimidine-4-carboximidamide